C(C)(C)N1N=CC(=C1)C(=O)N1CC2=C(C=C(C=C2CC1)C=1C=C2C(=NC1)NC=C2C)[C@H]2N(CCC2)C(=O)OC(C)(C)C (S)-tert-butyl 2-(2-(1-Isopropyl-1H-pyrazole-4-carbonyl)-6-(3-methyl-1H-pyrrolo[2,3-b]pyridin-5-yl)-1,2,3,4-tetrahydro Isoquinolin-8-yl)pyrrolidine-1-carboxylate